2-[(2S)-1-Benzyl-5-oxopyrrolidin-2-yl]-2-oxoacetic Acid C(C1=CC=CC=C1)N1[C@@H](CCC1=O)C(C(=O)O)=O